2-(phenoxy)eth-2-yl acetate (ETHYL PHENOXY ACETATE) C(C)C(C(=O)O)OC1=CC=CC=C1.C(C)(=O)OC(C)OC1=CC=CC=C1